Br.N1=C(N=C(N=C1N)N)N 1,3,5-triazine-2,4,6-triamine, hydrobromide